CC1=NN(C(=C1)C)CC=1N=NN(C1)[C@H](C(=O)N1[C@@H](C[C@H](C1)O)C(=O)NC)C(C)(C)C (2S,4r)-1-[(2S)-2-[4-[(3,5-dimethylpyrazol-1-yl)methyl]triazol-1-yl]-3,3-dimethyl-butyryl]-4-hydroxy-N-methyl-pyrrolidine-2-carboxamide